(3R,4S)-3-(((benzyloxy)carbonyl)amino)-4-fluoro-4-methylazepan-1-carboxylic acid benzyl ester C(C1=CC=CC=C1)OC(=O)N1C[C@H]([C@@](CCC1)(C)F)NC(=O)OCC1=CC=CC=C1